3-(((tert-butylsulfinyl)amino)(5-(4-cyclopropyl-2-(4-fluoro-2-methylphenoxy)-5-(trifluoromethyl)benzene Formamido)-2-fluorophenyl)methyl)-2-oxopyrrolidine-1-carboxylate C(C)(C)(C)S(=O)NC(C1C(N(CC1)C(=O)[O-])=O)C1=C(C=CC(=C1)NC(=O)C1=C(C=C(C(=C1)C(F)(F)F)C1CC1)OC1=C(C=C(C=C1)F)C)F